1-(4-((7-methoxy-4-((2-((tetrahydro-2H-pyran-4-yl)oxy)-5-(thiophen-2-yl)phenyl)amino)quinazolin-6-yl)oxy)piperidin-1-yl)prop-2-en-1-one COC1=C(C=C2C(=NC=NC2=C1)NC1=C(C=CC(=C1)C=1SC=CC1)OC1CCOCC1)OC1CCN(CC1)C(C=C)=O